(4-amino-1-(6-((2-amino-3-chloropyridin-4-yl)thio)pyrido[2,3-b]pyrazin-2-yl)piperidin-4-yl)methanol NC1(CCN(CC1)C=1N=C2C(=NC1)N=C(C=C2)SC2=C(C(=NC=C2)N)Cl)CO